1-chloro-4-methoxybutan-2-one ClCC(CCOC)=O